OCCOC1=CC=C(C(=O)O)C=C1 para-(2-hydroxyethoxy)benzoic acid